3-Ethyl-1-(3-methylbenzenesulfonyl)azetidine-3-carboxylic acid methyl ester COC(=O)C1(CN(C1)S(=O)(=O)C1=CC(=CC=C1)C)CC